ClC=1C=2C(N=C3N(C2C=CC1)C1=CC=CC(=C1C3(C)C)C3CCN(CC3)C3CCC(CC3)CC#C)=O 4-chloro-7,7-dimethyl-8-(1-(4-(prop-2-yn-1-yl)cyclohexyl)piperidin-4-yl)indolo[1,2-a]quinazolin-5(7H)-one